NC=1C=C(C=C(C1)C(F)(F)F)[C@@H](C)NC1=NC(=NC2=CC3=C(C=C12)OC(COCCO3)C(C)C)C N-((R)-1-(3-amino-5-(trifluoromethyl)phenyl)ethyl)-7-isopropyl-2-methyl-7,8,10,11-tetrahydro-[1,4,7]trioxonino[2,3-g]quinazolin-4-amine